(4S)-1,1-dichloro-4-methyl-6-azaspiro[2.5]octane-4-carboxylic acid methyl ester hydrochloride Cl.COC(=O)[C@]1(C2(CC2(Cl)Cl)CCNC1)C